C1(=C(C=C(C=C1)C)C)N1NC=NC(=C1)C1=C(C=C(C=C1)C)C 4,6-bis(2,4-xylyl)-1,3,4-triazine